FC1=C(C#N)C(=CC=C1F)N[C@H](C)C=1C=C(C=C2C(C(=C(OC12)C=1C=NC=C(C1)F)C)=O)C 2,3-Difluoro-6-[[(1R)-1-[2-(5-fluoro-3-pyridyl)-3,6-dimethyl-4-oxo-chromen-8-yl]ethyl]amino]benzonitrile